2-((3-((6-((4-chloro-2-fluorobenzyl)amino)pyridin-2-yl)oxy)pyrrolidin-1-yl)methyl)-1-(((S)-oxetan-2-yl)methyl)-1H-benzo[d]imidazole-6-carboxylic acid ClC1=CC(=C(CNC2=CC=CC(=N2)OC2CN(CC2)CC2=NC3=C(N2C[C@H]2OCC2)C=C(C=C3)C(=O)O)C=C1)F